lithium (2S)-{[(2S,5R)-2-carbamoyl-3-methyl-7-oxo-1,6-diazabicyclo[3.2.1]oct-3-en-6-yl]oxy}(fluoro)acetate salt C(N)(=O)[C@H]1N2C(N([C@H](C=C1C)C2)O[C@H](C(=O)[O-])F)=O.[Li+]